[C@H]1([C@H](O)[C@@H](O)[C@H](O)[C@H](O1)CO)OC[C@H]([C@H]([C@@H](C(CO)=O)O)O)O 6-O-α-D-Glucopyranosyl-D-Fructose